Cl.S1C(=NC=C1)NC(=O)C1CNC1 N-(1,3-thiazol-2-yl)azetidine-3-carboxamide hydrochloride